N-(4,4-difluorocyclohexyl)-3-(3,5-dimethyl-1H-pyrazol-1-yl)-5-morpholinoaniline FC1(CCC(CC1)NC1=CC(=CC(=C1)N1CCOCC1)N1N=C(C=C1C)C)F